(3S,4S)-7-methoxy-N-(3-(4-methylpiperazin-1-yl)phenyl)-1-oxo-2-(pyridin-4-ylmethyl)-3-(4-(trifluoromethyl)phenyl)-1,2,3,4-tetrahydroisoquinoline-4-carboxamide COC1=CC=C2[C@@H]([C@H](N(C(C2=C1)=O)CC1=CC=NC=C1)C1=CC=C(C=C1)C(F)(F)F)C(=O)NC1=CC(=CC=C1)N1CCN(CC1)C